(2E)-3-phenylprop-2-enal C1(=CC=CC=C1)/C=C/C=O